NC1=C(C(=O)O)C=CC(=C1F)Br 2-Amino-4-bromo-3-fluorobenzoic acid